BrCC1(CCN(CCC1)C(=O)OC(C)(C)C)CBr tert-butyl 4,4-bis(bromomethyl)azepane-1-carboxylate